methyl 1-(2,2,2-trifluoroethyl)-1H-pyrazolo[4,3-c]pyridine-3-carboxylate FC(CN1N=C(C=2C=NC=CC21)C(=O)OC)(F)F